C1(CCCCC1)C1=CC=C(C=C1)C1=NC=2N(C=C1)N=C(C2C(=O)N2[C@H]([C@H](C2)CF)C)C2=NC=CN=C2C 5-(4-Cyclohexylphenyl)-3-((2S,3S)-3-(fluoromethyl)-2-methylazetidine-1-carbonyl)-2-(3-methylpyrazin-2-yl)pyrazolo[1,5-a]pyrimidin